tert-Butyl 2-((((9H-fluoren-9-yl)methoxy) carbonyl)(methyl)amino)-4-(2-(trifluoromethyl)phenyl)butanoate C1=CC=CC=2C3=CC=CC=C3C(C12)COC(=O)N(C(C(=O)OC(C)(C)C)CCC1=C(C=CC=C1)C(F)(F)F)C